2-[2-Chloro-4-(5-{7-methyl-7-[(2S)-2-methylpyrrolidin-1-yl]-6,7,8,9-tetrahydro-5H-benzo[7]annulen-2-yl}-1H-pyrazolo[3,4-b]pyridin-3-yl)phenyl]propan-2-ol ClC1=C(C=CC(=C1)C1=NNC2=NC=C(C=C21)C=2C=CC1=C(CCC(CC1)(N1[C@H](CCC1)C)C)C2)C(C)(C)O